N1C(=NC2=C1C=CC=C2)NC(C)=O N-(1H-benzo[d]imidazole-2-yl)acetamide